9-(undecan-3-yl) nonanedioate C(CCCCCCCC(=O)OC(CC)CCCCCCCC)(=O)[O-]